2-hexadecylpropane-1,3-diol C(CCCCCCCCCCCCCCC)C(CO)CO